phosphorous acid tri(2-ethylhexyl) ester C(C)C(COP(OCC(CCCC)CC)OCC(CCCC)CC)CCCC